OCC=1C(=CC=C(C1)C=O)O 5-hydroxymethyl-4-hydroxybenzene-1-carbaldehyde